6-Chloro-1-(2-(dimethylamino)-4-fluorophenyl)-3-(6-methoxy-2-methylpyridin-3-yl)-2,3-dihydro-quinazolin-4(1H)-one ClC=1C=C2C(N(CN(C2=CC1)C1=C(C=C(C=C1)F)N(C)C)C=1C(=NC(=CC1)OC)C)=O